3-(fluoropyrrolidine-1-yl)-7-iodo-6-methoxy-N-(1-propylpiperidine-4-yl)quinazoline-4-amine FC1N(CCC1)N1CN=C2C=C(C(=CC2=C1NC1CCN(CC1)CCC)OC)I